BrC1=C(CN(C)C)C=C(C=C1)[N+](=O)[O-] 2-bromo-N,N-dimethyl-5-nitrobenzylamine